NCC(CCN[C@@H](CC[C@@H](O)CN)C(=O)O)O 4-amino-3-hydroxybut-1-yl-(hydroxylysine)